F[C@H]1[C@H](C1)C(=O)NC1=NC=NC(=C1)N1C(=NC(=C1)C)NC=1C=NC(=CC1C)C(CC)O (1R,2R)-2-fluoro-N-(6-(2-((6-(1-hydroxypropyl)-4-methylpyridin-3-yl)amino)-4-methyl-1H-imidazol-1-yl)pyrimidin-4-yl)cyclopropane-1-carboxamide